CC1(OB(OC1(C)C)C1=CC(=CC=C1)C1OC2=C(C1)C=C(C=C2)C(F)(F)F)C 4,4,5,5-tetramethyl-2-(3-(5-(trifluoromethyl)-2,3-dihydrobenzofuran-2-yl)phenyl)-1,3,2-dioxaborolane